5-(1-neopentyl-2',3',5',6'-tetrahydrospiro[indolin-3,4'-pyran]-6-yl)benzamide C(C(C)(C)C)N1CC2(CCOCC2)C2=CC=C(C=C12)C=1C=CC=C(C(=O)N)C1